OC1=CC=C(C(N)C(=O)O)C=C1 4-Hydroxyphenylglycine